NC(C(=O)O)(CCCCB(O)O)CCCN[C@H](C(=O)OC)C 2-amino-6-borono-2-(3-((S)-1-methoxy-1-oxopropan-2-ylamino)propyl)hexanoic acid